2,4,6-Trichloropyrimidine-5-carbonitrile ClC1=NC(=C(C(=N1)Cl)C#N)Cl